N-(4-methylphenyl)pivalamide CC1=CC=C(C=C1)NC(C(C)(C)C)=O